NC=1C2=C(N=CN1)C=CC(=N2)C=2C=C(C=CC2)C#C[C@]2(C(C(CC2)(C)C)=O)O (R)-2-[2-[3-(4-Aminopyrido[3,2-d]pyrimidin-6-yl)phenyl]ethynyl]-2-hydroxy-5,5-dimethyl-cyclopentanone